C1SCC12CC(C2)NC(OC(C)(C)C)=O tert-butyl 2-thiaspiro-[3.3]heptane-6-ylcarbamate